(4-(3-methoxy-4-((8-(((3-methyltetrahydrofuran-3-yl)methyl)amino)pyrido[3,4-d]pyrimidin-2-yl)amino)phenyl)-1-methyl-1H-pyrazol-5-yl)methanol COC=1C=C(C=CC1NC=1N=CC2=C(N1)C(=NC=C2)NCC2(COCC2)C)C=2C=NN(C2CO)C